methyl 2-((tert-butoxycarbonyl)amino)-7-((4'-chloro-[1,1'-biphenyl]-3-yl)oxy)-1,2,3,4-tetrahydronaphthalene-2-carboxylate C(C)(C)(C)OC(=O)NC1(CC2=CC(=CC=C2CC1)OC=1C=C(C=CC1)C1=CC=C(C=C1)Cl)C(=O)OC